N[C@@H]1C(N(C2=C(C(C1)(F)F)C=C(C(=C2)C=2OC(=NN2)C2CN(CC(C2)(F)F)CCOC)F)CC2=CC=C(C=C2)C2=NC=C(C=C2)C(F)(F)F)=O (3S)-3-amino-8-[5-[5,5-difluoro-1-(2-methoxyethyl)-3-piperidyl]-1,3,4-oxadiazol-2-yl]-5,5,7-trifluoro-1-[[4-[5-(trifluoromethyl)-2-pyridyl]phenyl]methyl]-3,4-dihydro-1-benzazepin-2-one